N1=CN=C(C=C1)NC1=CC(=NC=N1)NC=1C=C2C(=NNC2=CC1OC)C(=O)[O-] 5-(6-(pyrimidin-4-ylamino) pyrimidin-4-ylamino)-6-methoxy-1H-indazoleformate